1-(5-(2,3-dimethyl-3H-imidazo[4,5-b]pyridin-5-yl)pyrrolo[2,1-f][1,2,4]triazin-2-yl)cyclohexane-1,4-diamine CC1=NC=2C(=NC(=CC2)C=2C=CN3N=C(N=CC32)C3(CCC(CC3)N)N)N1C